4,6-dimethyldibenzo[b,d]thiophene 5-oxide CC1=CC=CC2=C1S(C1=C2C=CC=C1C)=O